4-[hydroxy(methyl)phosphono]-DL-homoalanine ammonium salt [NH4+].OOP(=O)(OC)CC[C@H](N)C(=O)[O-] |r|